1-(4-(chloromethyl)phenyl)-1H-imidazole ClCC1=CC=C(C=C1)N1C=NC=C1